C(C)N(CC)CCN(CCOC(OC(CCCCCCCCC(=O)OCC(CCCCCCC)CCCCCCC)CCCCCC)=O)C(C)C 2-heptylnonyl 3-ethyl-12-hexyl-6-isopropyl-10-oxo-9,11-dioxa-3,6-diazahenicosan-21-oate